5-phenyl-5-hydroxy-1,3-diphenyl-2,4-imidazolidinedione C1(=CC=CC=C1)C1(C(N(C(N1C1=CC=CC=C1)=O)C1=CC=CC=C1)=O)O